ClC=1C=C(C=NC1OC(F)F)NC(=O)NC1=C(C=2N(N=C1)C=C(N2)C)[C@H](C)OC (S)-N-(5-chloro-6-(difluoromethoxy)pyridin-3-yl)-N'-(8-(1-methoxyethyl)-2-methylimidazo[1,2-b]pyridazine-7-yl)urea